C(C)(C)(C)NC(=O)C1=C(C2=C(OCCO2)C=C1C=1NC=CN1)Cl N-(tert-butyl)-5-chloro-7-(1H-imidazol-2-yl)-2,3-dihydrobenzo-[b][1,4]dioxine-6-carboxamide